(Z)-9-tricosene CCCCCCCC\C=C/CCCCCCCCCCCCC